C1(CC1)[C@@H](C1=NC=CC=C1)NC1=NC=C(C(=O)NO)C=C1F (S)-6-((cyclopropyl(pyridine-2-yl)methyl)amino)-5-fluoro-N-hydroxynicotinamide